1-undecyl-2-butylpyridinium chloride [Cl-].C(CCCCCCCCCC)[N+]1=C(C=CC=C1)CCCC